NC(C)(C)C1CCC(CC1)(N)C 4-(2-aminopropan-2-yl)-1-methylcyclohexane-1-amine